1,4,7-triazacyclononane-4,7-diyldiacetic acid N1CCN(CCN(CC1)CC(=O)O)CC(=O)O